3-(3-(((((3-chloro-4-(trifluoromethyl)phenethyl)(methyl)amino)methyl)phenyl)amino)-2,5-dioxo-2,5-dihydro-1H-pyrrol-1-yl)piperidine-2,6-dione ClC=1C=C(CCN(C)CC2=C(C=CC=C2)NC=2C(N(C(C2)=O)C2C(NC(CC2)=O)=O)=O)C=CC1C(F)(F)F